8-(2,5-dioxo-2,5-dihydro-1H-pyrrol-1-yl)-N-(2,5,8,11,14,17,20,23,26,29,32,35-dodecaoxaheptatriacontan-37-yl)octanamide O=C1N(C(C=C1)=O)CCCCCCCC(=O)NCCOCCOCCOCCOCCOCCOCCOCCOCCOCCOCCOCCOC